(S)-1-chloro-3-(4-(2-(4-((R)-2-hydroxy-3-(5-(hydroxymethyl)-4-iodo-1H-1,2,3-triazol-1-yl)propoxy)phenyl)propan-2-yl)-2-iodophenoxy)propan-2-ol ClC[C@H](COC1=C(C=C(C=C1)C(C)(C)C1=CC=C(C=C1)OC[C@@H](CN1N=NC(=C1CO)I)O)I)O